tert-Butyl (R)- and (S)-(4-(4-((2-chloro-5-(trifluoromethyl)pyrimidin-4-yl)amino)pentyl)-1,3-dimethyl-1H-pyrazol-5-yl)carbamate ClC1=NC=C(C(=N1)N[C@@H](CCCC=1C(=NN(C1NC(OC(C)(C)C)=O)C)C)C)C(F)(F)F |r|